N-(4-(2-fluorophenyl)-2-(1-(oxetan-3-yl)azetidin-3-yl)pyridin-3-yl)-2-isopropylpyrimidine-5-carboxamide FC1=C(C=CC=C1)C1=C(C(=NC=C1)C1CN(C1)C1COC1)NC(=O)C=1C=NC(=NC1)C(C)C